N-(5-((8-(5-chlorobenzofuran-2-yl)-2,3-dihydro-4H-pyrido[4,3-b][1,4]thiazin-4-yl)sulfonyl)-4-methylthiazol-2-yl)acetamide ClC=1C=CC2=C(C=C(O2)C2=CN=CC3=C2SCCN3S(=O)(=O)C3=C(N=C(S3)NC(C)=O)C)C1